tert-butyl 4-{[(Z)-(1-{2-[(tert-butoxycarbonyl)amino]-1,3-thiazol-4-yl}-2-oxo-2-{[(4S)-3-oxo-1,2-oxazolidin-4-yl]amino}ethylidene)amino]oxy}oxane-4-carboxylate C(C)(C)(C)OC(=O)NC=1SC=C(N1)/C(/C(N[C@@H]1C(NOC1)=O)=O)=N/OC1(CCOCC1)C(=O)OC(C)(C)C